C(C=C)(=O)OC1(C(CCC1)C)C 1,2-dimethyl-1-cyclopentyl acrylate